N1(N=CN=C1)CC1(COC1)CNC=1C(=CC=2NC3=CC=CC=C3C2C1)F N-((3-((1H-1,2,4-triazol-1-yl)methyl)oxetan-3-yl)methyl)-2-fluoro-9H-carbazol-3-amine